C1=C(C=CC2=CC=CC=C12)N(C1=CC=C(C=C1)C=CC1=CC=C(C=C1)N(C1=CC=CC=C1)C1=CC2=CC=CC=C2C=C1)C1=CC=CC=C1 N,N'-bis(2-naphthyl)-N,N'-diphenyl-4,4'-diaminostilbene